m-tertiary butyl-phenol C(C)(C)(C)C=1C=C(C=CC1)O